C(C1=CC=CC=C1)C1C[C@H](N)C(=O)OC1=O gamma-benzyl-glutamic acid anhydride